COC(=O)C=1C=NC2=CC=C(C=C2C1)NC(=O)OC(C)(C)C 6-((tert-Butoxycarbonyl)amino)quinoline-3-carboxylic acid methyl ester